C(CCC)C(C)CC(CCC(C)CCCC)CCCC 2,4,7-tributyloctane